tert-butyl 4-(4-((2-(2,6-dioxopiperidin-3-yl)-1,3-dioxoisoindolin-5-yl)oxy) piperidine-1-carbonyl)piperidine-1-carboxylate O=C1NC(CCC1N1C(C2=CC=C(C=C2C1=O)OC1CCN(CC1)C(=O)C1CCN(CC1)C(=O)OC(C)(C)C)=O)=O